acetoxy-6-keto-5β-cholanic acid methyl ester COC(C(C[C@@H](C)[C@H]1CC[C@H]2[C@@H]3CC([C@@H]4CCCC[C@]4(C)[C@H]3CC[C@]12C)=O)OC(C)=O)=O